ClC1=C(C=CC(=C1)F)N1C(C(=CC=C1C1CC1)C(=O)O)=O 1-(2-chloro-4-fluorophenyl)-6-cyclopropyl-2-oxo-1,2-dihydropyridine-3-carboxylic acid